5-(3-(((1-Cyclohexyl-1H-tetrazol-5-yl)methyl)amino)-1,2,4-oxadiazol-5-yl)-2-fluorophenol C1(CCCCC1)N1N=NN=C1CNC1=NOC(=N1)C=1C=CC(=C(C1)O)F